2-(5-bromo-4-(4-fluoro-2,6-dimethylphenoxy)thiophen-2-yl)propanol BrC1=C(C=C(S1)C(CO)C)OC1=C(C=C(C=C1C)F)C